The molecule is an L-alpha-amino acid zwitterion resulting from the transfer of a proton from the carboxy group to the alpha-amino group of 6-chloro-L-tryptophan; major species at pH 7.3. It is a tautomer of a 6-chloro-L-tryptophan. C1=CC2=C(C=C1Cl)NC=C2C[C@@H](C(=O)[O-])[NH3+]